[Mg].[Ba].[Cs] cesium barium-magnesium